N1(N=CC=C1)[C@@H]1CN(CCC1)C(=O)OC(C)(C)C (S)-tert-Butyl 3-(1H-pyrazol-1-yl)piperidine-1-carboxylate